OC1=C(C(/C=C/C2=CC=C(C=C2)OC)=O)C=CC(=C1)OC(CCCCC)=O 2'-Hydroxy-4'-hexanoyloxy-4-methoxychalcone